O=C1C2(CCN(C2)C2=CC=C(C=N2)C(=O)N2CCN(CC2)C(=O)OC(C)(C)C)CCCC(N1)=O tert-Butyl 4-[6-(6,8-dioxo-2,7-diazaspiro[4.6]undecan-2-yl)pyridine-3-carbonyl]piperazine-1-carboxylate